C(C)(C)(C)[Si](OCCN1N=NC(=C1)N1C=C(C2=CC(=C(C=C12)Cl)OC)C=1C=NN(C1)C1OCCCC1)(C)C 1-(1-(2-((tert-Butyl-dimethyl-silyl)oxy)ethyl)-1H-1,2,3-triazol-4-yl)-6-chloro-5-methoxy-3-(1-(tetrahydro-2H-pyran-2-yl)-1H-pyrazol-4-yl)-1H-indole